BrC=1C=C2C(N(C=NC2=CC1)CC(C(=O)OC)NC(=O)OC(C)(C)C)=O methyl 3-(6-bromo-4-oxoquinazolin-3(4H)-yl)-2-((tert-butoxycarbonyl)amino)propanoate